[C@@H](C)(CC)OC=1C(=CC=2C(N1)=NN(C2)C21COC(C2)(C1)C)C(=O)NC=1C(N(C=CC1)C1CC1)=O (R)-6-(sec-butoxy)-N-(1-cyclopropyl-2-oxo-1,2-dihydropyridin-3-yl)-2-(1-methyl-2-oxabicyclo[2.1.1]hexan-4-yl)-2H-pyrazolo[3,4-b]pyridine-5-carboxamide